(6-((5-fluoro-4-(1-isopropyl-2-methyl-1H-benzo[d]imidazol-6-yl)pyrimidin-2-yl)amino)-2-methylpyridin-3-yl)methanone tosylate S(=O)(=O)(O)C1=CC=C(C)C=C1.FC=1C(=NC(=NC1)NC1=CC=C(C(=N1)C)C=O)C=1C=CC2=C(N(C(=N2)C)C(C)C)C1